N1CCNCCNCCCNCCC1 1,4,7,11-tetraazacyclotetradecane